tert-butyl 3-[2-(dimethyl-amino)ethyl]-5-methoxy-indole-1-carboxylate CN(CCC1=CN(C2=CC=C(C=C12)OC)C(=O)OC(C)(C)C)C